N1=CN=C(C=C1)C=1NC=CC1C(=O)N pyrimidin-4-ylpyrrole-3-carboxamide